2-CHLORO-3-FLUOROPYRIDINE-4-BORONIC ACID ClC1=NC=CC(=C1F)B(O)O